CC1(CN(CC1)C(=O)C=1C=C(C=CC1)[C@@H]1[C@H](C1)C=1C=2N(N=C(C1)C=1C(NC(NC1)=O)=O)C=CN2)C 5-(8-((1S,2S)-2-(3-(3,3-dimethylpyrrolidine-1-carbonyl)phenyl)cyclopropyl)imidazo[1,2-b]pyridazin-6-yl)pyrimidine-2,4(1H,3H)-dione